OCCOC1=C(CN2CCN(CC2)C(=O)OC)C=CC=C1NC(=O)NC=1C=NC(=CC1)C Methyl 4-(2-(2-hydroxyethoxy)-3-(3-(6-methylpyridin-3-yl)ureido)benzyl)piperazine-1-carboxylate